FC=1C=CC2=C(C(C(C=3C(=NN(C23)C2=CC=CC=C2)C)=O)=O)C1 7-fluoro-3-methyl-1-phenyl-1H-benzo[g]indazole-4,5-dione